tert-Butyl 3-((4-methyl-3-((1-(naphthalen-1-yl)cyclopropyl)carbamoyl)benzyl) oxy)azetidine-1-carboxylate CC1=C(C=C(COC2CN(C2)C(=O)OC(C)(C)C)C=C1)C(NC1(CC1)C1=CC=CC2=CC=CC=C12)=O